FC1=C(CN2N=NC(=C2)C2(C(N(C3=CC=CC=C3C2=O)CC(CC)C)=O)O)C=CC(=C1)C(F)(F)F (1-(2-fluoro-4-(trifluoromethyl)benzyl)-1H-1,2,3-triazol-4-yl)-3-hydroxy-1-(2-methylbutyl)quinoline-2,4(1H,3H)-dione